NC=1C(=C(C#N)C(=CC1Br)F)F 3-Amino-4-bromo-2,6-difluorobenzonitrile